bromo-6-(methylamino)pyridine-2-carboxylic acid ethyl ester C(C)OC(=O)C1=NC(=CC=C1Br)NC